C(C)C(C(=O)[O-])CCCC.C(CCC)[N+](CCCC)(CCCC)CCCC tetrabutylammonium 2-ethylhexanoate